ClC1=CC(=C(C=C1)C1=NC(=NC2=C1N=C(N(C2=O)C)C)N2CC(N(CC2)C2=CC=C(C=C2)C)=O)F 8-(4-chloro-2-fluoro-phenyl)-6-[3-keto-4-(p-tolyl)piperazino]-2,3-dimethyl-pyrimido[5,4-d]pyrimidin-4-one